7-methyl-1,2-diphenylnaphthalene CC1=CC=C2C=CC(=C(C2=C1)C1=CC=CC=C1)C1=CC=CC=C1